C(CCC)(=O)OC1=C(C=CC(=C1)C)C(C)C 2-ISOPROPYL-5-METHYLPHENYL BUTYRATE